N=1N=C(N2C1N=CC=C2)CNC=2C1=C(N=C(N2)OCC23CCCN3CCC2)C(=C(N=C1)C1=CC=CC2=CC=CC(=C12)F)F N-([1,2,4]triazolo[4,3-a]pyrimidin-3-ylmethyl)8-fluoro-7-(8-fluoronaphthalen-1-yl)-2-((tetrahydro-1H-pyrrolizin-7a(5H)-yl)methoxy)pyrido[4,3-d]pyrimidin-4-amine